C(#N)C1=CC=C(OCC(=O)N(CC=2SC=CC2)C2=CC=CC=C2)C=C1 2-(4-cyanophenoxy)-N-phenyl-N-(thiophen-2-ylmethyl)acetamide